C(CCC)N1C(C2=CN=CC=C2C(=C1)C1=CC=C(C=C1)O[C@@H]1CC[C@@H](CC1)OC1CCNCC1)=O 2-butyl-4-(4-(((cis)-4-(piperidin-4-yloxy)cyclohexyl)oxy)phenyl)-2,7-naphthyridin-1(2H)-one